CN1N=C(N=C1C1=CC=C(C=C1)CO)C(F)(F)F (4-(1-methyl-3-(trifluoromethyl)-1H-1,2,4-triazol-5-yl)phenyl)methanol